C[Si](C1C(=CC2=C(C=CC=C12)C1=CC=C(C=C1)C(C)(C)C)C)(C1C=CC=C1)C Dimethylcyclopentadienyl-2-methyl-4-(4-tert-butylphenyl)indenyl-silane